N-[(6-Amino-2-pyridyl)sulfonyl]-6-(4-methyl-2-pyridyl)-2-(2,4,6-trimethylphenoxy)pyridin-3-carboxamid NC1=CC=CC(=N1)S(=O)(=O)NC(=O)C=1C(=NC(=CC1)C1=NC=CC(=C1)C)OC1=C(C=C(C=C1C)C)C